CN(C)P1(=NP(=NP(=N1)(N(C)C)N(C)C)(N(C)C)N(C)C)N(C)C hexa(dimethylamino)cyclotriphosphazene